ClC[C@H](O)C1=C(C=C(C=C1)Cl)Cl (R)-2-chloro-1-(2,4-dichlorophenyl)ethanol